tert-butyl (R)-3-(5-(ethoxycarbonyl)-2-methylphenyl)pyrrolidine-1-carboxylate C(C)OC(=O)C=1C=CC(=C(C1)[C@@H]1CN(CC1)C(=O)OC(C)(C)C)C